COC1=CC=C(C=C1)C#CN1CC=C(C=CC1=O)OC1=CC=C(C(=O)NC2=CC=C(C=C2)CCN2CCOCC2)C=C1 4-((1-((4-methoxyphenyl)ethynyl)-7-oxoazepin-4-yl)oxy)-N-(4-(2-morpholinoethyl)phenyl)benzamide